N1=CC=C(C=C1)C1=CC=2N(C=C1)C(=C(N2)C2=CC(=C(C(=C2)OC)OC)OC)/N=C/C2=CC(=C(C(=C2)OC)OC)OC (E)-N-(7-(pyridin-4-yl)-2-(3,4,5-trimethoxyphenyl)imidazo[1,2-a]pyridin-3-yl)-1-(3,4,5-trimethoxyphenyl)methanimine